COC(C=CC1=CC=C(C=C1)C(C1=CC=C(C=C1)OCCCCO)=O)=O 4-[4-(4-hydroxybutyloxy)benzoyl]cinnamic acid methyl ester